4,4'-methylenebis(N-methyl-N-trimethylsilyl-aniline) C(C1=CC=C(N(C)[Si](C)(C)C)C=C1)C1=CC=C(N([Si](C)(C)C)C)C=C1